(1R,2S,3S,5S)-methyl N-(3-methanesulfonyloxypropyl)-3-(4-iodophenyl)-8-azabicyclo[3.2.1]octane-2-Carboxylate CS(=O)(=O)OCCCN1[C@H]2[C@H]([C@H](C[C@@H]1CC2)C2=CC=C(C=C2)I)C(=O)OC